(R)-3-((3-(8-amino-4,5-dimethylpyrido[3,4-d]pyrimidin-2-yl)phenyl)ethynyl)-3-hydroxy-1-methylpyrrolidin-2-one NC1=NC=C(C2=C1N=C(N=C2C)C=2C=C(C=CC2)C#C[C@]2(C(N(CC2)C)=O)O)C